2-[4-(4-Hydroxypiperidin-1-yl)-6-(4-(hydroxy)-4-(3-trifluoromethyl-phenyl)piperidin-1-yl)-pyrimidin-2-ylamino]-4-methyl-thiazole-5-carboxylic acid ethyl ester C(C)OC(=O)C1=C(N=C(S1)NC1=NC(=CC(=N1)N1CCC(CC1)O)N1CCC(CC1)(C1=CC(=CC=C1)C(F)(F)F)O)C